BrC1=C(C=C2NCCN(C2=C1)C)C#N 7-bromo-1-methyl-1,2,3,4-tetrahydroquinoxaline-6-carbonitrile